5-(3-cyclopropylphenoxy)-4-[(5RS)-5-(2,4-dichlorobenzyl)-5,6-dihydro-4H-1,2,4-oxadiazin-3-yl]-2-methylpyridazin-3(2H)-one C1(CC1)C=1C=C(OC2=C(C(N(N=C2)C)=O)C2=NOC[C@H](N2)CC2=C(C=C(C=C2)Cl)Cl)C=CC1 |r|